8-(4,4-difluoropiperidin-1-yl)-N-(3-(2,4-dioxotetrahydropyrimidin-1(2H)-yl)phenyl)octanamide FC1(CCN(CC1)CCCCCCCC(=O)NC1=CC(=CC=C1)N1C(NC(CC1)=O)=O)F